N=1NC(N2C1CCC2)=O 6,7-dihydro-2H-pyrrolo[2,1-c][1,2,4]triazol-3(5H)-one